FC=1C=C(C=CC1OC)NC(CN1C=NC2=C(C1=O)N(N=C2NC2=CC=C(C=C2)C(F)(F)F)C)=O N-(3-fluoro-4-methoxyphenyl)-2-(1-methyl-7-oxo-3-((4-(trifluoromethyl)phenyl)amino)-1,7-dihydro-6H-pyrazolo[4,3-d]pyrimidin-6-yl)acetamide